C(C)OC(=O)C=1OC2=C(C1)C=C(C(=C2)[N+](=O)[O-])OC2=CC(=CC=C2)C(N(C)C)=O 5-(3-(Dimethylcarbamoyl)phenoxy)-6-nitrobenzofuran-2-carboxylic acid ethyl ester